CN([C@@H](C(C)C)C(=O)O)C1=CC=CC=C1 N-methyl-N-phenyl-L-valine